FC=1C=C(C=CC1NC(=O)C1=C(CCC1)C(=O)O)C1=CC(=CC=C1)OC 2-((3-fluoro-3'-methoxy-[1,1'-biphenyl]-4-yl)carbamoyl)cyclopent-1-enecarboxylic acid